tert-Butyl 6-(1-(5-chloropyridin-2-yl)vinyl)quinoline-4-carboxylate ClC=1C=CC(=NC1)C(=C)C=1C=C2C(=CC=NC2=CC1)C(=O)OC(C)(C)C